BrC=1C(=CC=2C3=C(C(=NC2C1F)OC)C=C(N3[C@H]3[C@H]1CN([C@@H]3C1)C(=O)OC(C)(C)C)CCC(=O)N(C)C)CCC#N tert-butyl (1R,4R,5S)-5-(7-bromo-8-(2-cyanoethyl)-2-(3-(dimethylamino)-3-oxopropyl)-6-fluoro-4-methoxy-1H-pyrrolo[3,2-c]quinolin-1-yl)-2-azabicyclo[2.1.1]hexane-2-carboxylate